4-(tert-Butoxycarbonyl)-1-(2-cyano-4-nitrophenyl)piperazine-2-carboxylic acid C(C)(C)(C)OC(=O)N1CC(N(CC1)C1=C(C=C(C=C1)[N+](=O)[O-])C#N)C(=O)O